2-(2,6-Dioxopiperidin-3-yl)-5-(((1S,2S)-2-(ethylamino)-2,3-dihydro-1H-inden-1-yl)(methyl)amino)isoindolin-1,3-dion O=C1NC(CCC1N1C(C2=CC=C(C=C2C1=O)N(C)[C@@H]1[C@H](CC2=CC=CC=C12)NCC)=O)=O